2,5-ditertiarybutyl-hydroquinone Ethyl-(1R,2S,3S,4R)-3-((2-chloro-7-iodopyrrolo[2,1-f][1,2,4]triazin-4-yl)amino)bicyclo[2.2.2]octane-2-carboxylate C(C)OC(=O)[C@H]1C2CCC([C@@H]1NC1=NC(=NN3C1=CC=C3I)Cl)CC2.C(C)(C)(C)C2=C(O)C=C(C(=C2)O)C(C)(C)C